N1CCC12CS(C2)(=O)=O 6-thia-1-azaspiro[3.3]heptane 6,6-dioxide